tert-butyl 5-(7-(6-(bis(4-methoxybenzyl)amino)-3-iodo-4-methylpyridin-2-yl)-6-chloro-2,8-difluoroquinazolin-4-yl)-2,5-diazabicyclo[2.2.1]heptane-2-carboxylate COC1=CC=C(CN(C2=CC(=C(C(=N2)C2=C(C=C3C(=NC(=NC3=C2F)F)N2C3CN(C(C2)C3)C(=O)OC(C)(C)C)Cl)I)C)CC3=CC=C(C=C3)OC)C=C1